ClC1=C(OCC=2C=C(C=CC2)[C@@H]2CN(CC2)C(=O)OC(C)(C)C)C=CC(=C1)Cl tert-butyl (R)-3-(3-((2,4-dichlorophenoxy)methyl)phenyl)pyrrolidine-1-carboxylate